N-(9'-(difluoromethoxy)-5'H-spiro[cyclopropane-1,6'-[1,2,4]triazolo[3,4-a]isoquinolin]-3'-yl)-2,4-dimethoxypyridine-3-sulfonamide FC(OC1=CC=C2C3(CN4C(C2=C1)=NN=C4NS(=O)(=O)C=4C(=NC=CC4OC)OC)CC3)F